FC(OC1=C(C=CC2=CC=CC=C12)N)([2H])[2H] (fluoromethoxy-d2)naphthalen-2-amine